Methyl 2-bromo-5-(2-(dimethylamino) ethoxy)benzoate BrC1=C(C(=O)OC)C=C(C=C1)OCCN(C)C